C(CCCCCCC\C=C/CCCCCCCC)(=O)C(C(=O)O)N(C)C(N)=N.[Na] sodium oleoyl-creatine